tert-Butyl 6-(1H-indazol-5-yl)-3-methyl-3,4-dihydro-2H-pyridine-1-carboxylate N1N=CC2=CC(=CC=C12)C1=CCC(CN1C(=O)OC(C)(C)C)C